FC1(C2(CCN(C2)C(=O)OC(C)(C)C)CCNC1)F tert-butyl 6,6-difluoro-2,8-diazaspiro[4.5]decane-2-carboxylate